ONC(=O)C1=CC=C2C=NN(C2=C1)CC1=CC=C(C=C1)C(F)(F)F 1-(4-trifluoromethylbenzyl)-1H-Indazole-6-carboxylic acid hydroxyamide